4-[[3-(1-Aminocyclopropyl)azetidin-1-yl]methyl]-1-[4-[4-[6-chloro-4-(trifluoromethyl)-2-pyridyl]piperazin-1-yl]sulfonylphenyl]pyrrolidin-2-one NC1(CC1)C1CN(C1)CC1CC(N(C1)C1=CC=C(C=C1)S(=O)(=O)N1CCN(CC1)C1=NC(=CC(=C1)C(F)(F)F)Cl)=O